6-((R)-1-(5,7-Difluoro-2-((3R,4R)-4-fluoro-3-(methylamino)piperidin-1-yl)-1H-benzo[d]imidazol-1-yl)ethyl)nicotinonitril FC1=CC2=C(N(C(=N2)N2C[C@H]([C@@H](CC2)F)NC)[C@H](C)C2=NC=C(C#N)C=C2)C(=C1)F